C(CCCCC)C(C(=O)OCCCCCOC(C[C@@H](C(=O)O)O)=O)CCCCCCCC (2S)-4-((5-((2-hexyldecanoyl)oxy)pentyl)oxy)-2-hydroxy-4-oxobutanoic acid